C(C=C)OC(=O)N[C@@H](CC1=CN(C2=CC=CC=C12)C=O)C(=O)O N-(allyloxycarbonyl)-N1-formyltryptophan